2-((2-(2,6-dioxopiperidin-3-yl)-1,3-dioxoisoindolin-4-yl)amino)ethyl 4-methylbenzene-sulfonate CC1=CC=C(C=C1)S(=O)(=O)OCCNC1=C2C(N(C(C2=CC=C1)=O)C1C(NC(CC1)=O)=O)=O